C(=O)OC(C(C)OC=O)N(C)C 1,2-dimethanoyloxy-N,N-dimethylaminopropane